propionic acid-disodium salt [Na+].[Na+].C(CC)(=O)[O-].C(CC)(=O)[O-]